N6-cyclohexyladenosine C1CCC(CC1)NC2=C3C(=NC=N2)N(C=N3)[C@H]4[C@@H]([C@@H]([C@H](O4)CO)O)O